hexanedial diacrylate C(C=C)(=O)O.C(C=C)(=O)O.C(CCCCC=O)=O